F[C@@H]1[C@H](CNC1)NC1=NC(=CC=C1)C1=CN=C2N1C=CC(=C2)C2(CC2)C(F)(F)F N-((3S,4S)-4-fluoropyrrolidin-3-yl)-6-(7-(1-(trifluoromethyl)cyclopropyl)imidazo[1,2-a]pyridin-3-yl)pyridin-2-amine